O=C1N(CC(C1)C(NCCCCCCCCCCCCCC)=O)CC1=CC=C(C(=O)N2C[C@H]([C@@H](C2)C(=O)N[C@@H]2[C@H](C2)C2=CC=CC=C2)C(=O)N[C@@H]2[C@H](C2)C2=CC=CC=C2)C=C1 (3S,4S)-1-(4-((2-oxo-4-(tetradecylcarbamoyl)pyrrolidin-1-yl)methyl)benzoyl)-N3,N4-bis((1S,2R)-2-phenylcyclopropyl)pyrrolidine-3,4-dicarboxamide